[14C]-palmitate [14C](CCCCCCCCCCCCCCC)(=O)[O-]